cyclobutane-1,2-dione C1(C(CC1)=O)=O